di(methylphenoxy)phenol CC1=C(OC=2C(=C(C=CC2)O)OC2=C(C=CC=C2)C)C=CC=C1